C(#N)CC(C#CC1=CC(=NC(=C1)C)C(=O)O)(C)C 4-(4-cyano-3,3-dimethylbut-1-yn-1-yl)-6-methylpicolinic acid